N-cyclopropylmethylcarbamate C1(CC1)CNC([O-])=O